2-(7-(3-(benzyloxy)cyclobutyl)-1,5,6,7,8,9-hexahydroimidazo[4',5':4,5]benzo[1,2-d]azepin-2-yl)ethyl acetate C(C)(=O)OCCC=1NC=2C(=CC3=C(CCN(CC3)C3CC(C3)OCC3=CC=CC=C3)C2)N1